N-(5-(2,4-dichlorophenyl)-1,3,4-oxadiazol-2-yl)-2-(4-chlorophenoxy)benzamide ClC1=C(C=CC(=C1)Cl)C1=NN=C(O1)NC(C1=C(C=CC=C1)OC1=CC=C(C=C1)Cl)=O